trifluoro-2-methylpropan-2-yl (S)-4-(7-cyclohexyl-5-cyclopropyl-7H-pyrrolo[2,3-d]pyrimidin-4-yl)-3-methylpiperazine-1-carboxylate C1(CCCCC1)N1C=C(C2=C1N=CN=C2N2[C@H](CN(CC2)C(=O)OC(C(F)(F)F)(C)C)C)C2CC2